C(C)OC(C=P(C1=CC=CC=C1)(C1=CC=CC=C1)C1=CC=CC=C1)=O.C(CCC)[B-](C1=C(C=CC=C1F)F)(C1=C(C=CC=C1F)F)C1=C(C=CC=C1F)F.C(C1=CC=CC=C1)[N+](C1=CC=CC=C1)(C)C benzyldimethylanilinium butyltris(2,6-difluorophenyl)borate ethyl-2-(triphenyl-λ5-phosphanylidene)acetate